FC1(CNC2(CCC2)C1O)F 7,7-Difluoro-5-azaspiro[3.4]octan-8-ol